1-PENTANETHIOL C(CCCC)S